(2-chloro-3-methoxyphenyl)(4-(2-(3-chloro-4-fluorophenyl)-2-hydroxyethyl)-3-(hydroxymethyl)piperazin-1-yl)methanone ClC1=C(C=CC=C1OC)C(=O)N1CC(N(CC1)CC(O)C1=CC(=C(C=C1)F)Cl)CO